1,8-dibromononane BrCCCCCCCC(C)Br